DL-3-phenylLactic acid C1(=CC=CC=C1)C[C@H](C(=O)O)O |r|